O1C=CC2=C1C1=C(C=C2)C=CC=C1 benzbenzofuran